(S)-N-benzyl-phenethylamine C(C1=CC=CC=C1)NCCC1=CC=CC=C1